C(C1=CC=CC=C1)N1CC(C(=CC1)N1CCC(CC1)N1CCN(CC1)C(=O)OC(C)(C)C)(F)F tert-butyl 4-(1-(1-benzyl-3,3-difluoro-1,2,3,6-tetrahydropyridin-4-yl)piperidin-4-yl)piperazine-1-carboxylate